C(C(C)C)OC(=S)S.C(C(C)C)OC(=S)S.C=C ethylene bis(isobutyl xanthate)